(Z)-3-(3-(3-(Pentafluorosulfanyl)-5-(trifluoromethyl)phenyl)-1H-1,2,4-triazol-1-yl)-N'-pivaloylacrylohydrazide ethyl-2-hydroxypent-4-enoate C(C)OC(C(CC=C)O)=O.FS(C=1C=C(C=C(C1)C(F)(F)F)C1=NN(C=N1)\C=C/C(=O)NNC(C(C)(C)C)=O)(F)(F)(F)F